N-(cyclopropylsulfonyl)-3-((2,6-dimethylbenzyl)amino)-4-bromobenzamide C1(CC1)S(=O)(=O)NC(C1=CC(=C(C=C1)Br)NCC1=C(C=CC=C1C)C)=O